FC=1C=C(C(=C(C1)C1=CC=C(C=C1)NC(C)=O)O)C=1C=NN(C1)C1CCN(CC1)C N-(5'-fluoro-2'-hydroxy-3'-(1-(1-methylpiperidin-4-yl)-1H-pyrazol-4-yl)-[1,1'-biphenyl]-4-yl)acetamide